5-amino-8-(2,6-dimethyl-4-pyridyl)-2-[2-[methyl(1H-pyrazol-4-yl)amino]ethyl]-7-phenyl-[1,2,4]triazolo[4,3-c]pyrimidin-3-one NC1=NC(=C(C=2N1C(N(N2)CCN(C=2C=NNC2)C)=O)C2=CC(=NC(=C2)C)C)C2=CC=CC=C2